FC=1C=C2C(C(=C(N(C2=CC1)O)C)CC1=CC=C(C=C1)OC(F)(F)F)=O 6-fluoro-1-hydroxy-2-methyl-3-(4-trifluoromethoxybenzyl)-4(1H)-quinolinone